3-amino-2-(aminomethyl)propane-1-thiol NCC(CS)CN